2-((6-((2-amino-2-oxo-1-phenylethyl)thio)-3,5-dicyano-4-ethylpyridin-2-yl)(methyl)amino)-N-methoxyacetamide NC(C(C1=CC=CC=C1)SC1=C(C(=C(C(=N1)N(CC(=O)NOC)C)C#N)CC)C#N)=O